COC=1C=C(C=CC1)NC1=NC2=CC=CC=C2C(=N1)NCCN1CCN(CC1)C N2-(3-methoxyphenyl)-N4-(2-(4-methylpiperazin-1-yl)ethyl)quinazoline-2,4-diamine